[Si](C1=CC=CC=C1)(C1=CC=CC=C1)(C(C)(C)C)OCC=1C2=C(C(=NC1)C)C(OC2)=O 7-[[tert-butyl(diphenyl)silyl]oxymethyl]-4-methyl-1H-furo[3,4-c]pyridin-3-one